5-[[(tert-butyldiphenylsilyl)oxy]methyl]-3-[2-[4-(difluoromethoxy)phenyl]ethyl]-2,3-dihydro-1,3,4-oxadiazol-2-one [Si](C1=CC=CC=C1)(C1=CC=CC=C1)(C(C)(C)C)OCC1=NN(C(O1)=O)CCC1=CC=C(C=C1)OC(F)F